1-(2-(Benzyloxy)-4,6-dihydroxyphenyl)prop-2-en-1-one C(C1=CC=CC=C1)OC1=C(C(=CC(=C1)O)O)C(C=C)=O